ClC1=NC2=CC=CC=C2C(=N1)C1=CC=2C(C3=CC=CC=C3C2C=C1)(C)C 2-chloro-4-(9,9-dimethyl-9H-fluoren-2-yl)quinazoline